C1(C=C1)CCC(=O)[O-].[Na+].OC=1C(=CC=C2CN(C(C12)=O)C1C(NC(CC1)=O)=O)CNC=1OC(=NN1)C1=CC=C(C=C1)OC(F)(F)F 3-(7-hydroxy-1-oxo-6-(((5-(4-(trifluoromethoxy)phenyl)-1,3,4-oxadiazol-2-yl)amino)methyl)isoindolin-2-yl)piperidine-2,6-dione Natrium 3-(cycloprop-2-en-1-yl)propanoat